BrC1=C(C(=CC=C1)F)N1CCC(CC1)N1C(N(C=2C(C1C)=CN(N2)C)CC2=C(C=CC=C2)C2CC2)=O 5-[1-(2-Bromo-6-fluoro-phenyl)-piperidin-4-yl]-7-(2-cyclopropyl-benzyl)-2,4-dimethyl-2,4,5,7-tetrahydro-pyrazolo[3,4-d]pyrimidin-6-one